CN(C)CC1=CC(=C2CN(CC2=C1)C(=O)OC(C)(C)C)N[C@@H]1COCC1 tert-butyl (S)-6-((dimethylamino)methyl)-4-((tetrahydrofuran-3-yl)amino)isoindoline-2-carboxylate